tert-butyl N-[[6-[[2-(tert-butoxycarbonylamino)-5-(4-fluorophenyl)phenyl]carbamoyl]pyridazin-3-yl]-methyl-oxo-sulfanylidene]carbamate C(C)(C)(C)OC(=O)NC1=C(C=C(C=C1)C1=CC=C(C=C1)F)NC(=O)C1=CC=C(N=N1)S(=NC(OC(C)(C)C)=O)(=O)C